C(C(C)C)C=1N(C=C(N1)C=1C=C(C(=NC1)N)OC(F)(F)F)C12CC(C1)(C2)N2CCOCC2 5-(2-isobutyl-1-(3-morpholinobicyclo-[1.1.1]pentan-1-yl)-1H-imidazol-4-yl)-3-(trifluoromethoxy)-pyridin-2-amine